ClC1=C2C(=NC(N(C2=CC=C1)C([2H])([2H])[2H])=O)N1CCCC2=C(C=CC=C12)C#CC(C)(C)O 5-chloro-4-[5-(3-hydroxy-3-methyl-but-1-ynyl)-3,4-dihydro-2H-quinolin-1-yl]-1-(trideuteriomethyl)quinazolin-2-one